methyl-N-(pyridin-3-yl)benzenesulfonamide CC1=C(C=CC=C1)S(=O)(=O)NC=1C=NC=CC1